N-(cis-3-{[(3-chloro-4-fluorophenyl)sulfonyl]methyl}cyclobutyl)-N-methyl-7H-pyrrolo[2,3-d]pyrimidin-4-amine ClC=1C=C(C=CC1F)S(=O)(=O)C[C@H]1C[C@H](C1)N(C=1C2=C(N=CN1)NC=C2)C